C1(=CC=CC=C1)N(C1=CC=C(C=C1)CO)C1=CC=CC=C1 [4-(diphenyl-amino)phenyl]methanol